ClC1=NN2C(N=CC(=C2[C@H](C)OC)NC2=CC=C(C=C2)[C@@H](C(F)(F)F)N(C(=O)C2CC(C2)C(=O)O)C)=N1 (1S,3r)-3-(((S)-1-(4-((2-chloro-7-((S)-1-methoxyethyl)-[1,2,4]triazolo[1,5-a]pyrimidin-6-yl)amino)phenyl)-2,2,2-trifluoroethyl)(methyl)carbamoyl)cyclobutane-1-carboxylic acid